1-(4-(3-(2,6-dichlorophenyl)azetidin-1-yl)-3-fluorobenzyl)-3-methylazetidin-3-ol ClC1=C(C(=CC=C1)Cl)C1CN(C1)C1=C(C=C(CN2CC(C2)(O)C)C=C1)F